C(C1=CC=CC=C1)OC1=CC(=NC=C1)OC(F)(F)F 4-(benzyloxy)-2-(trifluoromethoxy)pyridine